1,3,5,6-O-tetranonanoyl-sorbitol C(CCCCCCCC)(=O)C(O)[C@H](O)[C@@](O)([C@H](O)[C@](O)(COC(CCCCCCCC)=O)C(CCCCCCCC)=O)C(CCCCCCCC)=O